5,6-dichloroheptanol ClC(CCCCO)C(C)Cl